(R)-3-(4-fluorophenyl)-2-(3-(p-tolyl)propanamido)propanoic acid ethyl ester C(C)OC([C@@H](CC1=CC=C(C=C1)F)NC(CCC1=CC=C(C=C1)C)=O)=O